OCCCCCCCCCCCCCCCC 16-hydroxyhexadecane